C(CCC)C1C(=NN(C1(C(=O)NCCCOC)C)C1=CC(=CC=C1)F)C1=CC=C(C=C1)F 4-butyl-1-(3-fluorophenyl)-3-(4-fluorophenyl)-N-(3-methoxypropyl)-5-methyl-4,5-dihydro-1H-pyrazole-5-carboxamide